OC1(CCCCC1)CNCC1=CC(=NC=C1)C=1C=C2CN(C(C2=CC1)=O)C1CNCCC1 3-(5-(4-((((1-hydroxycyclohexyl)methyl)amino)methyl)pyridin-2-yl)-1-oxoisoindolin-2-yl)piperidine